3-(4-(5-methoxy-1H-benzo[d]imidazol-1-yl)phenyl)urea COC1=CC2=C(N(C=N2)C2=CC=C(C=C2)NC(N)=O)C=C1